5-chloro-8-(piperidin-4-yl)isoquinoline ClC1=C2C=CN=CC2=C(C=C1)C1CCNCC1